2,13-dimethyl-5,6-dihydro-14H-pyrazino[2'',3'':5',6']pyrido[2',3':3,4]pyrazolo[1,2-a]cinnoline CC=1C=CC=2CCN3N(C2C1)CC1=C3N=C3C(=C1C)N=CC=N3